2-(2,2-Difluoropropanamido)-4-fluoro-N-(4-(4-fluorophenyl)thiazol-2-yl)benzamide FC(C(=O)NC1=C(C(=O)NC=2SC=C(N2)C2=CC=C(C=C2)F)C=CC(=C1)F)(C)F